4-ethyl-2-(hydroxymethyl)-1-methyl-1H-imidazole-5-carboxylate C(C)C=1N=C(N(C1C(=O)[O-])C)CO